COC=1C(=C(C=CC1)CO)C (3-methoxy-2-methyl-phenyl)methanol